C(C=C)(=O)N1CC2(C1)CN(CC2)C2=C(C#N)C(=CC(=N2)OC[C@H]2N(CCC2)C)C2=C1C=NNC1=CC=C2C 2-(2-acryloyl-2,6-diazaspiro[3.4]octan-6-yl)-4-(5-methyl-1H-indazol-4-yl)-6-(((S)-1-methylpyrrolidin-2-yl)methoxy)nicotinonitrile